1-(7-Fluoronaphthalen-1-yl)cyclopropane FC1=CC=C2C=CC=C(C2=C1)C1CC1